FC1(CN(CCC1N1CCNCC1)C(=O)OC(C)(C)C)F tert-butyl 3,3-difluoro-4-(piperazin-1-yl)piperidine-1-carboxylate